5-(4-chlorobenzyl)-8-isopropyl-2-(6-methylpyridazin-3-yl)-2,5,8-triazaspiro[3.5]-nonane-6,9-dione ClC1=CC=C(CN2C3(CN(C3)C=3N=NC(=CC3)C)C(N(CC2=O)C(C)C)=O)C=C1